(R)-N-(1-(2-(1,1-difluoroethyl)-6-ethylpyrimidin-4-yl)-3-(3-(dimethyl-amino)-3-methylpyrrolidin-1-yl)-1H-pyrazolo[4,3-c]pyridin-6-yl)acetamide FC(C)(F)C1=NC(=CC(=N1)N1N=C(C=2C=NC(=CC21)NC(C)=O)N2C[C@](CC2)(C)N(C)C)CC